2-methoxy-5-(2-oxopropyl)benzoic acid COC1=C(C(=O)O)C=C(C=C1)CC(C)=O